C1(=CC=CC=C1)C1=NC2=C(C=CC(=C2C=C1)N[C@@H]1CN(CC1)CC(N1[C@@H](C[C@@H](C1)F)C#N)=O)C(=O)N phenyl-5-[[(3S)-1-[2-oxo-2-[(2S,4S)-2-cyano-4-fluoro-pyrrolidin-1-yl]ethyl]pyrrolidin-3-yl]amino]quinoline-8-carboxamide